COC1=C(C=C(C(=O)OC)C=C1)S(NC1=C(C=CC(=C1)S(=O)(=O)C)C=1SC=CC1)(=O)=O methyl 4-methoxy-3-(N-(5-(methylsulfonyl)-2-(thiophen-2-yl)phenyl)sulfamoyl)benzoate